N1=CC(=CC=C1)C1C(C1)C(=O)N 2-(pyridin-3-yl)cyclopropane-1-carboxamide